(±)-(1R,2S,4R)-4-((tert-butyldiphenylsilyl)oxy)-2-methylcyclopentan-1-amine [Si](C1=CC=CC=C1)(C1=CC=CC=C1)(C(C)(C)C)O[C@@H]1C[C@@H]([C@@H](C1)N)C |r|